2-(2-(ethylamino)-7-isopropyl-4-oxopyrazolo[1,5-d][1,2,4]triazin-5(4H)-yl)acetate C(C)NC1=NN2C(=NN(C(C2=C1)=O)CC(=O)[O-])C(C)C